N1(N=CN=C1)C[C@@]1(C[C@@H](CO1)COC1=C(C=C(C=C1)N1CCN(CC1)C1=C(C=C(C(=O)NC2=CC=C(C=C2)F)C=C1)OC)C)C1=C(C=C(C=C1)F)F 4-(4-(4-(((3R,5R)-5-((1H-1,2,4-triazol-1-yl)methyl)-5-(2,4-difluorophenyl)tetrahydrofuran-3-yl)methoxy)3-methylphenyl)piperazin-1-yl)-N-(4-fluorophenyl)-3-methoxybenzamide